(6-amino-3-ethyl-2-fluorophenyl)-3-pentanol NC1=CC=C(C(=C1CCC(CC)O)F)CC